CC1=CC=C(C=C1)CN1C(CCC1=O)CC(=O)OCCC=C but-3-en-1-yl 2-[1-[(4-methylphenyl)methyl]-5-oxopyrrolidin-2-yl]acetate